C(C)NC(C(C)OC1=C(C=CC=C1OC)C=O)=O N-ETHYL-2-(2-FORMYL-6-METHOXYPHENOXY)PROPANAMIDE